OCCN1CCN(CC1)CCCS(=O)(=O)O 4-(2-hydroxyethyl)-1-piperazinpropanesulfonic acid